O(C1=CC=CC=C1)CCNC(=S)NC=1SC=CN1 1-(2-Phenoxy-ethyl)-3-thiazol-2-yl-thiourea